dimethylglyoxalamide CN(C(C=O)=O)C